ClC1=C2C=CC=NC2=C(C(=C1)C(C=1C=NC=CC1)C1C(CC12CCC2)C(=O)N)O ((5-chloro-8-hydroxyquinolin-7-yl)(pyridin-3-yl)methyl)spiro[3.3]heptane-2-carboxamide